N-((R)-(2-((S)-1-Amino-4,4,4-trifluoro-3,3-dimethylbutyl)-1H-benzo[d]imidazol-5-yl)(cyclopropyl)methyl)-2-(3,3-difluorocyclobutyl)acetamide N[C@@H](CC(C(F)(F)F)(C)C)C1=NC2=C(N1)C=CC(=C2)[C@H](NC(CC2CC(C2)(F)F)=O)C2CC2